methyl 5-(3-{1-[3-fluoro-5-(trifluoromethyl) phenyl] ethoxy} pyridin-2-yl)-1-methyl-1H-pyrrole-3-carboxylate FC=1C=C(C=C(C1)C(F)(F)F)C(C)OC=1C(=NC=CC1)C1=CC(=CN1C)C(=O)OC